OC[C@]1(O[C@H](CN(C1)C(C)C)N1C=2N=C(NC(C2N=C1)=O)NC(C(C)C)=O)CO[Si](C(C)C)(C(C)C)C(C)C N-[9-[(2R,6S)-6-(hydroxymethyl)-4-isopropyl-6-(triisopropylsilyloxymethyl)morpholin-2-yl]-6-oxo-1H-purin-2-yl]-2-methyl-propionamide